O=C1NC(CC[C@@H]1N1C(C2=CC=C3C(=C2C1)OC[C@@H]1N3CCN(C1)C(=O)OC(C)(C)C)=O)=O tert-butyl (R)-2-((S)-2,6-dioxopiperidin-3-yl)-1-oxo-2,3,5a,6,8,9-hexahydro-1H-pyrazino[1',2':4,5][1,4]oxazino[2,3-e]isoindole-7(5H)-carboxylate